C(C)(C)(C)OC(=O)N1CC2(C1)OCCN(C2)C2=NC=CC(=C2)Br 8-(4-bromopyridin-2-yl)-5-oxa-2,8-diazaspiro[3.5]nonane-2-carboxylic acid tert-butyl ester